4-(phenylsulfonyl)-N-hydroxythiophene-2-sulfonamide C1(=CC=CC=C1)S(=O)(=O)C=1C=C(SC1)S(=O)(=O)NO